(S)-N-(1-(1-(5-((dimethyl(oxo)-λ6-sulfaneylidene)amino)pyridin-2-yl)-1H-1,2,4-triazol-5-yl)ethyl)-3-methyl-5-(trifluoromethyl)benzamide CS(=O)(C)=NC=1C=CC(=NC1)N1N=CN=C1[C@H](C)NC(C1=CC(=CC(=C1)C(F)(F)F)C)=O